C(CCCCCCC)C(=O)O n-octanecarboxylic acid